(R)-3-(6-(3-ethyl-2-fluoro-1H-pyrrolo[2,3-b]pyridin-5-yl)-2-(2-hydroxy-2-methylpropanoyl)-1,2,3,4-tetrahydroisoquinolin-8-yl)morpholine-4-carboxylic acid tert-butyl ester C(C)(C)(C)OC(=O)N1[C@@H](COCC1)C=1C=C(C=C2CCN(CC12)C(C(C)(C)O)=O)C=1C=C2C(=NC1)NC(=C2CC)F